C(CC(O)(C(=O)OC(C)CC(=O)OCC)CC(=O)OC(C)CC(=O)OCC)(=O)OC(C)CC(=O)OCC tris-(4-ethoxy-4-oxo-butan-2-yl) citrate